5-Ethyl-2-methoxybenzenesulfonyl Chloride C(C)C=1C=CC(=C(C1)S(=O)(=O)Cl)OC